1-(3-(2-cyclopropyl-7-methoxy-2H-indazol-4-yl)phenyl)ethan-1-one C1(CC1)N1N=C2C(=CC=C(C2=C1)C=1C=C(C=CC1)C(C)=O)OC